C(C)OC(=O)C1=C(N=C(S1)NC1=NC(=CC(=N1)CC(N1CC(NCC1)=O)=O)NCC1=CC=C(C=C1)S(N)(=O)=O)C 2-[[4-[2-oxo-2-(3-oxo-piperazin-1-yl)-ethyl]-6-(4-sulfamoyl-benzylamino)-2-pyrimidinyl]amino]-4-methyl-5-thiazolecarboxylic acid ethyl ester